5-[(3-bromophenyl)(cyclobutyl)methyl]-4-methyl-4H-1,2,4-triazole-3-thiol BrC=1C=C(C=CC1)C(C=1N(C(=NN1)S)C)C1CCC1